7-cyclopropyl-1-(imidazo[1,2-a]pyridin-5-yl)quinazolin-2,4(1H,3H)-dione C1(CC1)C1=CC=C2C(NC(N(C2=C1)C1=CC=CC=2N1C=CN2)=O)=O